3-(7-bromo-6-chloro-2,4-dioxo-3,4-dihydro-quinazolin-1(2H)-yl)-benzonitrile BrC1=C(C=C2C(NC(N(C2=C1)C=1C=C(C#N)C=CC1)=O)=O)Cl